[C@H]12CN(C[C@H](CC1)N2)C2=NC(=NC1=C(C(=CC=C21)C2=CC(=CC1=CC=CC=C21)O)F)OC[C@]21CCCN1C[C@@H](C2)F 4-(4-((1R,5S)-3,8-diaza-bicyclo[3.2.1]octan-3-yl)-8-fluoro-2-(((2R,7aS)-2-fluoro-tetrahydro-1H-pyrrolizin-7a(5H)-yl)methoxy)quinazolin-7-yl)naphthalen-2-ol